C(C1=CC=CC=C1)(C1=CC=CC=C1)(C1=CC=CC=C1)[C@H]1OC1 (2R)-2-(trityl)oxirane